BrC=1C=C2C3(C(N(C(C2=CC1)=O)C1(CC1)C(=O)NC1=NC=C(C=N1)F)=O)CC3 1-(6'-bromo-1',3'-dioxospiro[cyclopropane-1,4'-isoquinoline]-2'-yl)-N-(5-fluoropyrimidin-2-yl)cyclopropane-1-carboxamide